C(C)(=O)N1CCN(CC1)C(CN1CCC(CC1)C=1C=C2C(=C(NC2=CC1)C1=CC(=C(C=C1)OC)OC)CC(F)(F)F)=O 1-(4-acetylpiperazin-1-yl)-2-(4-(2-(3,4-dimethoxyphenyl)-3-(2,2,2-trifluoroethyl)-1H-indol-5-yl)piperidin-1-yl)ethan-1-one